4-(4-(3,8-diazabicyclo[3.2.1]octan-3-yl)-2-((2,2-difluoro-1-(hydroxymethyl)cyclopropyl)methoxy)-6,8-difluoro-5-methoxyquinazolin-7-yl)-5-ethynyl-6-fluoronaphthalen-2-ol formate C(=O)OC1=CC2=CC=C(C(=C2C(=C1)C1=C(C(=C2C(=NC(=NC2=C1F)OCC1(C(C1)(F)F)CO)N1CC2CCC(C1)N2)OC)F)C#C)F